CN(C)CCCCC(=O)O 5-(N,N-dimethylamino)pentanoic acid